C(=O)(O)C1=CC=C(C=C1)/C=C/C(=O)C1=C(C(=O)O)C=CC=C1 2-[(2E)-3-(4-Carboxyphenyl)prop-2-enoyl]benzoic acid